O-methyl L-phenylalaninate L-malic acid salt C([C@@H](O)CC(=O)O)(=O)O.N[C@@H](CC1=CC=CC=C1)C(=O)OC